calcium phenol C1(=CC=CC=C1)O.[Ca]